5-Chloro-6-cyano-pyridine-3-yl 2,4,6-tri-O-acetyl-3-azido-3-deoxy-1-thio-α-D-galactopyranoside C(C)(=O)O[C@H]1[C@@H](SC=2C=NC(=C(C2)Cl)C#N)O[C@@H]([C@@H]([C@@H]1N=[N+]=[N-])OC(C)=O)COC(C)=O